copper-aluminum sulfide [S-2].[Al+3].[Cu+2]